3-chloro-N,N-dimethyl-4,5,6,7,8,9-hexahydropyrazolo[1,5-a][1,4]diazocine-2-carboxamide ClC=1C(=NN2C1CNCCCC2)C(=O)N(C)C